(1S,2S,4R,5R,6R,7S)-N-(6-methoxypyridin-3-yl)-7-(6-(trifluoromethyl)pyridin-2-yl)-8-oxatricyclo[3.2.1.02,4]octane-6-carboxamide COC1=CC=C(C=N1)NC(=O)[C@H]1[C@H]2[C@@H]3C[C@@H]3[C@@H]([C@@H]1C1=NC(=CC=C1)C(F)(F)F)O2